2-cyclopropyl-5-((3-fluoropyridin-2-yl)(morpholino)methyl)benzo[d]thiazol-4-ol C1(CC1)C=1SC=2C(N1)=C(C(=CC2)C(N2CCOCC2)C2=NC=CC=C2F)O